2-methoxyl-1,4-naphthoquinone O(C)C=1C(C2=CC=CC=C2C(C1)=O)=O